(E)-Methyl 4-(2-(3-(2-((1-(naphthalen-1-yl)cyclopropyl)carbamoyl)phenyl)propanoyl)hydrazinyl)-4-oxobut-2-enoate C1(=CC=CC2=CC=CC=C12)C1(CC1)NC(=O)C1=C(C=CC=C1)CCC(=O)NNC(/C=C/C(=O)OC)=O